5-(1-(3,5-Dichloropyridin-4-yl)ethoxy)-N-(4-(4-Hydroxypiperidin-1-yl)phenyl)-1H-Indazol-3-Carboxamid ClC=1C=NC=C(C1C(C)OC=1C=C2C(=NNC2=CC1)C(=O)NC1=CC=C(C=C1)N1CCC(CC1)O)Cl